CC(C(CCCC)O)O 2,3-heptanediol